N4-(3-chloro-4-(pyridin-2-ylmethoxy)phenyl)-7-(3-(dimethylamino)pyrrolidin-1-yl)quinazoline-4,6-diamine ClC=1C=C(C=CC1OCC1=NC=CC=C1)NC1=NC=NC2=CC(=C(C=C12)N)N1CC(CC1)N(C)C